C(#C)C1=CC2=CC(=CC=C2C=C1)C#C 2,7-diethynylnaphthalene